Cl.N[C@@H](CC(C)C)B1OC(C)(C)C(C)(C)O1 (R)-(1-Amino-3-methylbutyl)boronic acid pinacol ester hydrochloride